CC1=CC=CC(=N1)C=1C(=C2C(=NC1)NC=C2)C2=NN1C(N=CC=C1NCOCC([Si](C)(C)C)C(F)(F)F)=C2 5-(6-methylpyridin-2-yl)-N-(2-(trifluoromethyl)-1-(2-(trimethylsilyl)ethoxy)methyl)-1H-pyrrolo[2,3-b]pyridin-4-ylpyrazolo[1,5-a]pyrimidin-7-amine